tert-butyl (1-(2,7-dichloropyrido[2,3-b]pyrazin-3-yl)azetidin-3-yl)(methyl)carbamate ClC=1N=C2C(=NC1N1CC(C1)N(C(OC(C)(C)C)=O)C)N=CC(=C2)Cl